adenosine-5'-triphosphate disodium salt hydrate O.[Na+].[Na+].P([O-])(=O)(OP(=O)([O-])OP(=O)(O)O)OC[C@@H]1[C@H]([C@H]([C@@H](O1)N1C=NC=2C(N)=NC=NC12)O)O